FC=1C=C2NC=CC2=C2CCC(NCCCCCC(C3=CN=C(C=4C(=CC=C(OC12)C4)F)N3)C=3C=C(C=CC3)CC(C(=O)O)C)=O 3-[3-(23,29-Difluoro-13-oxo-25-oxa-3,12,20,31-tetrazapentacyclo-[24.3.1.12,5.016,24.017,21]hentriaconta-1(30),2,4,16,18,21,23,26,28-nonaen-6-yl)phenyl]-2-methyl-propanoic acid